((3R,5R)-4-(4-(1H-imidazol-2-yl)benzoyl)-3,5-dimethylpiperazin-1-yl)(2-fluoro-4-methoxyphenyl)methanone N1C(=NC=C1)C1=CC=C(C(=O)N2[C@@H](CN(C[C@H]2C)C(=O)C2=C(C=C(C=C2)OC)F)C)C=C1